C[C@@H]1C(CC2([C@H]1N)CCNCC2)=O (3S,4S)-3-methyl-2-oxo-8-azaspiro[4.5]decan-4-amine